C(C)OC(=O)C1=CN=C(S1)CBr 2-(bromomethyl)thiazole-5-carboxylic acid ethyl ester